ClC=1C(=C(N)C=CC1OCC1CC(C1)(F)F)F 3-chloro-4-((3,3-difluorocyclobutyl)methoxy)-2-fluoroaniline